S1C=NC2=C1C=C(C=C2)CC(=O)N(CCC)C[C@H](C=2C=NC=CC2)O 2-(1,3-benzothiazol-6-yl)-N-[(2S)-2-hydroxy-2-(3-pyridyl)ethyl]-N-propyl-acetamide